(2S,4S,5R)-5-(2-chlorophenyl)-4-(hydroxymethyl)-1-(2'-methoxy-[1,1'-biphenyl]-4-carbonyl)pyrrolidine-2-carboxylic acid ClC1=C(C=CC=C1)[C@H]1[C@H](C[C@H](N1C(=O)C1=CC=C(C=C1)C1=C(C=CC=C1)OC)C(=O)O)CO